C1=CC=C2C=CC=3C=CC=C4C5=C(C1=C2C43)C=CC=C5 Benzopyren